S1C(=NC2=C1C=CC=C2)NC(CCl)=O N-(benzothiazol-2-yl)-2-chloroacetamide